2-(1,3-bis(4-methoxybenzyl)-1H-1,2,4-triazol-5-yl)morpholine Ethyl-5-amino-2-(6-ethylpyridin-3-yl)-3-fluorobenzoate C(C)OC(C1=C(C(=CC(=C1)N)F)C=1C=NC(=CC1)CC)=O.COC1=CC=C(CN2N=C(N=C2C2CNCCO2)CC2=CC=C(C=C2)OC)C=C1